C(#N)C=1C=NC=C(C1)C1=CC=CC=C1 3-cyano-5-PHENYLPYRIDINE